5-((3-hydroxypropyl)sulfonyl)-2-methoxybenzoic acid OCCCS(=O)(=O)C=1C=CC(=C(C(=O)O)C1)OC